4-(3-(imidazo[1,2-a]pyrimidin-3-yl)piperidin-1-yl)-6-isopropylpyrimidin-2-amine N=1C=C(N2C1N=CC=C2)C2CN(CCC2)C2=NC(=NC(=C2)C(C)C)N